FC(C1=C(C(=CC2=C1N(N=N2)CC(C)(C)O)C2=C(C=CC(=C2F)C#N)C2=CC=CC=C2)F)F 7-(difluoromethyl)-6-fluoro-1-(2-hydroxy-2-methylpropyl)-1H-benzo[d][1,2,3]triazol-5-yl-3-fluoro-[1,1'-biphenyl]-4-carbonitrile